ClC1=C(C=CC=C1)C1=C(C(=O)N)C=CC(=C1)NC1=NC(=NC=C1F)NC1=CC=C(C=C1)OCC1CCN(CC1)CCN1CCN(CC1)C1=CC=C(C=C1)C1C(NC(CC1)=O)=O (2-chlorophenyl)-4-((2-((4-((1-(2-(4-(4-(2,6-dioxopiperidin-3-yl)phenyl)piperazin-1-yl)ethyl)piperidin-4-yl)methoxy)phenyl)amino)-5-fluoropyrimidin-4-yl)amino)benzamide